C(C)OC(CC(C1=CC2=C(N(N=N2)C)C(=C1)OC)C1=C2CCN(CC2=CC=C1)C(C1=C(C=C(C=C1)OC(C)C)Cl)=O)=O 3-[2-(2-chloro-4-isopropoxybenzoyl)-1,2,3,4-tetrahydroisoquinolin-5-yl]-3-(7-methoxy-1-methyl-1H-benzo[d][1,2,3]triazol-5-yl)propionic acid ethyl ester